2-(methoxy-d3)-3-(pyrimidin-2-yl)benzene C(OC1=CC=CC=C1C1=NC=CC=N1)([2H])([2H])[2H]